sec-butylsodium C(C)(CC)[Na]